C(C)(C)(C)OC(=O)C=1C=CNC1 Pyrrole-4-carboxylic acid tert-butyl ester